4-methyl-4'-fluorobenzophenone CC1=CC=C(C(=O)C2=CC=C(C=C2)F)C=C1